(1R,2S,5S)-3-((S)-2-acetamido-3,3-dimethylbutyryl)-N-(cyano(5-(1-methyl-1H-pyrazol-4-yl)pyridin-3-yl)methyl)-6,6-dimethyl-3-azabicyclo[3.1.0]hexane-2-carboxamide C(C)(=O)N[C@H](C(=O)N1[C@@H]([C@H]2C([C@H]2C1)(C)C)C(=O)NC(C=1C=NC=C(C1)C=1C=NN(C1)C)C#N)C(C)(C)C